resorcinol diphosphite OP(O)OP(O)O.C1(O)=CC(O)=CC=C1